3-chloro-5-[2-(cyclopropylmethoxy)-5-ethylsulfonylphenyl]-1-methylpyridin-2-one ClC=1C(N(C=C(C1)C1=C(C=CC(=C1)S(=O)(=O)CC)OCC1CC1)C)=O